Cl.FC(C1=CC=C(C=C1)N1C=2N(CC(C1)CN)N=CC2)(F)F (4-(4-(trifluoromethyl)phenyl)-4,5,6,7-tetrahydropyrazolo[1,5-a]pyrimidin-6-yl)methylamine hydrochloride